C(C)(=O)O.N1CC(C1)N1N=CC(=C1)C(=O)N(C)C 1-(azetidin-3-yl)-N,N-dimethyl-1H-pyrazole-4-carboxamide acetate